FC1=CC(=CC2=C1OCO2)C=2C=C1C(=NC2)N(N=C1NC(C(C)(C)C)=O)CC(C)OC N-(5-(7-fluorobenzo[d][1,3]dioxol-5-yl)-1-(2-methoxypropyl)-1H-pyrazolo[3,4-b]pyridin-3-yl)pivalamide